Tert-Butyl N-cyclopropyl-N-(3-prop-2-ynoxypropyl)carbamate C1(CC1)N(C(OC(C)(C)C)=O)CCCOCC#C